(3S,4S,5R)-1-(((S)-1-(6-(trifluoromethyl)pyridin-3-yl)pyrrolidin-3-yl)methyl)piperidine-3,4,5-triol FC(C1=CC=C(C=N1)N1C[C@@H](CC1)CN1C[C@@H](C([C@@H](C1)O)O)O)(F)F